CCCC[C@@H](C)[C@H]([C@H](C[C@@H](C)CCCCCC[C@H](C[C@@H]([C@H](C)N)O)O)OC(=O)C[C@@H](CC(=O)O)C(=O)O)OC(=O)C[C@@H](CC(=O)O)C(=O)O The molecule is a fumonisin that is (2S,3S,12S,14S,15R,16R)-2-amino-12,16-dimethylicosane-3,14,15-triol in which the hydroxy groups at positions 14 and 15 have each been esterified by condensation with the 1-carboxy group of 3-carboxyglutaric acid (giving a 3-carboxyglutarate ester group with R configuration in each case). It has a role as an Aspergillus metabolite and a carcinogenic agent. It is a fumonisin, a primary amino compound, a diol and a diester.